O=C1NC(CCC1N1C(C2=CC=CC(=C2C1=O)N1CC(C1)CCCO)=O)=O 2-(2,6-dioxopiperidin-3-yl)-4-[3-(3-hydroxypropyl)azetidin-1-yl]isoindole-1,3-dione